N-((2S)-1-(2-(3-Amino-3-oxo-propyl)-2-(2-chloro-2-fluoroacetyl)hydrazinyl)-4-methyl-1-oxo-pentan-2-yl)-4-methoxy-1H-indole-2-carboxamide NC(CCN(NC([C@H](CC(C)C)NC(=O)C=1NC2=CC=CC(=C2C1)OC)=O)C(C(F)Cl)=O)=O